C1(=CC=CC=C1)C1=CC=C(C=C1)C1=CC=C(C=C1)C1=CC=C(C=C1)C1=CC=C(C=C1)C1=CC=C(C=C1)C1=CC=CC=C1 p-septiphenyl